O1C(CCCC1)N1N=CC2=CC=C(C=C12)CC(=O)O 2-(1-tetrahydropyran-2-yl-indazol-6-yl)acetic acid